CC1OC(CNC1)C1=CC=CC=C1 2-methyl-6-phenyl-3,6-dihydro-4H-[1,4]oxazine